6-(Azetidin-1-yl)-N-(2-ethoxy-6-methoxybenzene-1-sulfonyl)-4-fluoro-1-benzofuran-2-carboxamide N1(CCC1)C1=CC2=C(C=C(O2)C(=O)NS(=O)(=O)C2=C(C=CC=C2OC)OCC)C(=C1)F